8,11,14,17,20-hexaeicosapentaenoic acid C(CCCCCCC=CCC=CCC=CCC=CCC=CCCCCC)(=O)O